ethyl (E)-5,5-dimethyl-2-[p-(4H-1,2,4-triazol-4-yl)benzoylamino]-3-hexenoate CC(/C=C/C(C(=O)OCC)NC(C1=CC=C(C=C1)N1C=NN=C1)=O)(C)C